(Z)-6-((2R,4R)-4-((5-cyclopropyl-3-(2,6-dichlorophenyl)isoxazol-4-yl)methoxy)-2-methylpiperidin-1-yl)-N'-hydroxynicotinimidamide C1(CC1)C1=C(C(=NO1)C1=C(C=CC=C1Cl)Cl)CO[C@H]1C[C@H](N(CC1)C1=NC=C(/C(/N)=N/O)C=C1)C